(4-(bis(4-fluorophenyl)methyl)piperazin-1-yl)-5-methyl-7-nitro-6-oxo-5,6-dihydro-1,5-naphthyridine-2-carbonitrile FC1=CC=C(C=C1)C(N1CCN(CC1)C=1C(=NC=2C=C(C(N(C2C1)C)=O)[N+](=O)[O-])C#N)C1=CC=C(C=C1)F